C(C1=CC=CC=C1)N(CC(O)C1=NC(=CC=C1)C(F)(F)F)CCO 2-(Benzyl(2-hydroxyethyl)amino)-1-(6-(trifluoromethyl)pyridin-2-yl)ethane-1-ol